ethyl (S)-2-(((S)-tert-butylsulfinyl)amino)-2-(1-neopentyl-6-(2-(trifluoromethyl)phenyl)-1H-indol-3-yl)acetate C(C)(C)(C)[S@](=O)N[C@H](C(=O)OCC)C1=CN(C2=CC(=CC=C12)C1=C(C=CC=C1)C(F)(F)F)CC(C)(C)C